C1(CC1)CN1CN=C(C2=CC=C(C=C12)OC)N1CC(C1)CCNS(N)(=O)=O 1-(cyclopropylmethyl)-7-methoxy-4-[3-[2-(sulfamoylamino)ethyl]azetidin-1-yl]quinazoline